N1N=CC=C1C=1C=C(C=O)C=CC1 3-(1H-pyrazol-5-yl)benzaldehyde